(1S,3S,4R)-rel-3-[(2,4-dinitrophenyl)sulfonylamino]-7-azabicyclo[2.2.1]heptane-7-carboxylic acid tert-butyl ester C(C)(C)(C)OC(=O)N1[C@@H]2C[C@@H]([C@H]1CC2)NS(=O)(=O)C2=C(C=C(C=C2)[N+](=O)[O-])[N+](=O)[O-] |o1:8,10,11|